C(CC)N(C(=O)C1=NN2C(C=N1)=NC=C2)CCC N,N-dipropylimidazo[2,1-f][1,2,4]triazine-2-carboxamide